CC1(CCC=2C(=NNC2C1)C=1NC2=CC(=CC=C2C1)C(=O)N1CCN(CC1)CC1CCN(CC1)C1=CC=C(C(=N1)C)C1CNCCC1)C 3-(6-(4-((4-(2-(6,6-dimethyl-4,5,6,7-tetrahydro-1H-indazol-3-yl)-1H-indole-6-carbonyl)piperazin-1-yl)methyl)piperidin-1-yl)-2-methylpyridin-3-yl)piperidine